N-((1-benzylpiperidin-4-yl)(4,5-dichloro-2-hydroxyphenyl)methyl)-2-methylpropane-2-sulfinamide C(C1=CC=CC=C1)N1CCC(CC1)C(NS(=O)C(C)(C)C)C1=C(C=C(C(=C1)Cl)Cl)O